COC=1C=C(CN2C(C=CC(=C2)C2=NC(=NC(=C2)C)S(=O)(=O)CC(F)(F)F)=O)C=CC1OC 1-(3,4-dimethoxybenzyl)-5-(6-methyl-2-((2,2,2-trifluoroethyl)sulfonyl)pyrimidin-4-yl)pyridin-2(1H)-one